1-(3-(4-(((R)-1-(3-(difluoromethyl)-2-fluorophenyl)ethyl)amino)-2,8,8-trisMethyl-7,8-dihydro-6H-[1,4]oxazino[3,2-G]quinazolin-6-yl)pyrrolidin-1-yl)propan-1-one FC(C=1C(=C(C=CC1)[C@@H](C)NC1=NC(=NC2=CC3=C(C=C12)N(CC(O3)(C)C)C3CN(CC3)C(CC)=O)C)F)F